tert-butyl (2,2-dimethyl-4-oxochroman-7-yl)(methyl)carbamate CC1(OC2=CC(=CC=C2C(C1)=O)N(C(OC(C)(C)C)=O)C)C